ClC1=CC=CC(=N1)N(S(=O)(=O)C1(CC1)CO)C N-(6-chloropyridin-2-yl)-1-(hydroxymethyl)-N-methylcyclopropane-1-sulfonamide